C(C)(C)(C)OC(=O)N1CC([C@H](CC1)CO)(F)F tert-butyl-(4R)-3,3-difluoro-4-(hydroxymethyl)piperidine-1-carboxylate